(2-(((2R,3S,4R,5R)-5-(6-chloro-4-(cyclopentylamino)-1H-pyrazolo[3,4-d]pyrimidin-1-yl)-3,4-dihydroxytetrahydrofuran-2-yl)methoxy)-1-morpholinopropan-2-yl)phosphonic acid ClC1=NC(=C2C(=N1)N(N=C2)[C@H]2[C@@H]([C@@H]([C@H](O2)COC(CN2CCOCC2)(C)P(O)(O)=O)O)O)NC2CCCC2